ClC=1C(=C2C(=NC1C)CN(C2)C(=O)[C@H]2CN(CC2)C=2C=NC(=NC2)C2COC2)C (3-chloro-2,4-dimethyl-5,7-dihydropyrrolo[3,4-b]pyridin-6-yl)-[(3R)-1-[2-(oxetan-3-yl)pyrimidin-5-yl]pyrrolidin-3-yl]methanone